CC1(CCCCC1)C1=C(C(=CC(=C1)C)C)O 2-(1-methylcyclohexyl)-4,6-dimethylphenol